isobutyric acid 3-(2-(allyl (ethyl) amino) ethyl)-1H-indol-4-yl ester C(C=C)N(CCC1=CNC2=CC=CC(=C12)OC(C(C)C)=O)CC